O=C(CCN1C=NC2=C(NC=3C=CC(=CC23)C(F)(F)F)C1=O)N1CCN(CC1)C1=CC(=CC=C1)C(F)(F)F 3-(3-oxo-3-(4-(3-(trifluoromethyl)phenyl)piperazin-1-yl)propyl)-8-(trifluoromethyl)-3,5-dihydro-4H-pyrimido[5,4-b]indol-4-one